(1S,5R)-3-(oxetan-3-yl)-3,6-diazabicyclo[3.1.1]heptan-2-one O1CC(C1)N1C([C@H]2N[C@@H](C1)C2)=O